C(N)(=O)NCCCCN N-carbamoylputrescine